ethyl 3-(4-fluorophenyl)-2-(3-iodoimidazo[1,2-a]pyridin-6-yl)imidazole-4-carboxylate FC1=CC=C(C=C1)N1C(=NC=C1C(=O)OCC)C=1C=CC=2N(C1)C(=CN2)I